1-[3-(difluoromethyl)-6-[6-methoxy-5-[[5-[(1S)-3-oxa-6-azabicyclo[3.1.1]heptan-6-yl]pyridazin-3-yl]amino]benzimidazol-1-yl]-2-pyridyl]-5-methyl-pyrazole-3-carbonitrile FC(C=1C(=NC(=CC1)N1C=NC2=C1C=C(C(=C2)NC=2N=NC=C(C2)N2C1COC[C@@H]2C1)OC)N1N=C(C=C1C)C#N)F